(E)-2-(3-(2-((1,5-dimethyl-1H-pyrazol-3-yl)amino)-5-methylpyrimidin-4-yl)-1H-indol-7-yl)-4-(3-oxobut-1-en-1-yl)isoindolin-1-one CN1N=C(C=C1C)NC1=NC=C(C(=N1)C1=CNC2=C(C=CC=C12)N1C(C2=CC=CC(=C2C1)\C=C\C(C)=O)=O)C